2-methoxy-4-prop-1-enyl-phenol COC1=C(C=CC(=C1)C=CC)O